ClC1=C(C=CC=C1C1=CC=C(C(=N1)OC)[C@@H](CC=C)CC(C)(S(=O)N)C)C1=C(C(=CC=C1)C1=CC=C(C(=N1)OC)[C@@H](CC=C)CC(C)(S(=O)N)C)Cl ((1S,1'S)-((2,2'-dichloro-[1,1'-biphenyl]-3,3'-diyl)bis(2-methoxypyridine-6,3-diyl))bis(but-3-en-1,1-diyl))bis(2-methylpropane-2-sulfinamide)